benzyl 4-((1s,3s)-3-((tert-butylsulfonyl)oxy)cyclobutoxy)piperidine-1-carboxylate C(C)(C)(C)S(=O)(=O)OC1CC(C1)OC1CCN(CC1)C(=O)OCC1=CC=CC=C1